C(C=CCCCCCCCCCCC\C=C/CCCCCCCC)(=O)O (15Z)-tetracosen-15-enoic acid